BrC1=CC=2C(C3=CC(=CC=C3C2C=C1)Br)(CC(C(C(C(C(C(F)(F)F)(F)F)(F)F)(F)F)(F)F)(F)F)CC(C(C(C(C(C(F)(F)F)(F)F)(F)F)(F)F)(F)F)(F)F 2,7-dibromo-9,9-bis(2,2,3,3,4,4,5,5,6,6,7,7,7-tridecafluoroheptyl)-9H-fluorene